(2-methoxycarbonylethyl)amine COC(=O)CCN